bis(fluorosulfonyl)amide lithium salt [Li+].FS(=O)(=O)[N-]S(=O)(=O)F